7-bromochromane BrC1=CC=C2CCCOC2=C1